1-(tert-butyl)-N-(3-fluoro-2-methoxy-4-(6-(1-methyl-1H-pyrazol-4-yl)pyrrolo[2,1-f][1,2,4]triazin-4-yl)benzyl)-1H-1,2,3-triazole-4-carboxamide C(C)(C)(C)N1N=NC(=C1)C(=O)NCC1=C(C(=C(C=C1)C1=NC=NN2C1=CC(=C2)C=2C=NN(C2)C)F)OC